C(C)(C)(C)OC(=O)N([C@@H](C)C(=O)O)C N-(tert-butoxycarbonyl)-N-methylalanine